N,N-diethyl-7H-indolo[7,1-fg][1,7]naphthyridine-10-carboxamide C(C)N(C(=O)C=1C=NC=2CN3C4=C(C2C1)C=CC=C4C=C3)CC